9H-fluoren-9-ylmethyl-(2S,4R)-2-chlorocarbonyl-4-ethoxy-pyrrolidine-1-carboxylic acid C1=CC=CC=2C3=CC=CC=C3C(C12)C[C@@]1(N(C[C@@H](C1)OCC)C(=O)O)C(=O)Cl